2-(2-((3'-(aminomethyl)-5-(6-azaspiro[2.5]oct-6-yl)-[1,1'-biphenyl]-3-yl)methoxy)phenyl)acetic acid NCC=1C=C(C=CC1)C1=CC(=CC(=C1)N1CCC2(CC2)CC1)COC1=C(C=CC=C1)CC(=O)O